C1CCC2=C(C=CC=C12)C1=C(C=C2C(=N1)C(=NN2)C=2C=NN(C2)C2CN(C2)C([C@@H](C)O)=O)OC (R)-1-(3-(4-(5-(2,3-Dihydro-1H-inden-4-yl)-6-methoxy-1H-pyrazolo[4,3-b]pyridin-3-yl)-1H-pyrazol-1-yl)azetidin-1-yl)-2-hydroxypropan-1-one